(3E)-13,13-dihexyloxy-3-tridecen-1-ol C(CCCCC)OC(CCCCCCCC/C=C/CCO)OCCCCCC